[Na].FC1=NC=CC(=C1)C=1C(=C2CCCC2=CC1C)NC1=NC(=NN1COCC[Si](C)(C)C)S(=O)O 5-[[5-(2-fluoro-4-pyridinyl)-6-methyl-indan-4-yl]amino]-1-(2-trimethylsilylethoxymethyl)-1,2,4-triazol-3-sulfinic acid sodium